NC1=NC2=C(C=3N1N=C(N3)C=3OC=CC3)C=NN2C(C(=O)N[C@@H]2CC[C@@H](CC2)O)(C)C2=CC=CC=C2 2-(5-amino-2-(furan-2-yl)-7H-pyrazolo[4,3-e][1,2,4]triazolo[1,5-c]pyrimidin-7-yl)-(cis)-N-(4-hydroxycyclohexyl)-2-phenylpropanamide